2-undecanoylethyl-1-(2-lauramidoethyl)-imidazolinium C(CCCCCCCCCC)(=O)CC[N+]1(C=NCC1)CCNC(CCCCCCCCCCC)=O